tetrahydroquinazolin-5-ol N1CNCC=2C(=CC=CC12)O